N1(C=NC=C1)C1=CC=C(C=C1)C1=CC=C(C=C1)N1C=NC=C1 4,4'-di(imidazole-1-yl)biphenyl